ClC=1C=C2C(=C(C(N(C2=CC1)C)=O)C(=O)OC(C)(C)C)O tert-butyl 6-chloro-4-hydroxy-1-methyl-2-oxo-quinoline-3-carboxylate